ClC1=CC(=NC=C1)COCC 4-chloro-2-(1-ethoxymethyl)-pyridine